(2-(2-naphthamido)-3-amino-3-oxopropyl)thio-N-(2-naphthoyl)cysteine C1=C(C=CC2=CC=CC=C12)C(=O)NC(CSN([C@@H](CS)C(=O)O)C(=O)C1=CC2=CC=CC=C2C=C1)C(=O)N